OC1=CC=C(C(=O)C2=C(C=CC(=C2N2CCOCC2)[N+](=O)[O-])S(=O)(=O)NN)C=C1 (4-hydroxybenzoyl)-3-morpholino-4-nitrobenzenesulfonohydrazide